FC(N1C(C2=C(C(=C1)C1=NC3=CC=C(C=C3C=C1)C1=CC=C(C=C1)OCCN1[C@@H](C(N(CC1)C)=O)C)C=CN2)=O)F (R)-6-(difluoromethyl)-4-{6-[4-(2-(2,4-dimethyl-3-oxopiperazin-1-yl)ethoxy)phenyl]quinolin-2-yl}-1H-pyrrolo[2,3-c]pyridin-7(6H)-one